N1CCC(CC1)OC1=C(C(=CC=C1)C(F)(F)F)C=1OC=NN1 2-(2-(piperidin-4-yloxy)-6-(trifluoromethyl)phenyl)-1,3,4-oxadiazole